FC1=CC=C(C=C1)C(CCC[C@@H](C)[C@H]1CC[C@H]2[C@@H]3CC[C@H]4[C@H]([C@H](CC[C@]4(C)[C@H]3CC[C@]12C)O)O)O 24-[(4-fluorophenyl)(hydroxy)methyl]-5α-cholan-3β,4β-diol